3-(3-chloro-5-isopropylisoquinolin-8-yl)azetidine-1-carboxylic acid tert-butyl ester C(C)(C)(C)OC(=O)N1CC(C1)C=1C=CC(=C2C=C(N=CC12)Cl)C(C)C